(2R,3S,4R,5S)-4-[[3-[4-(difluoromethyl)-3-fluoro-2-methoxy-phenyl]-4,5-dimethyl-5-(trifluoromethyl)tetrahydrofuran-2-carbonyl]amino]pyridine-2-carboxamide FC(C1=C(C(=C(C=C1)[C@H]1[C@@H](O[C@@]([C@@H]1C)(C(F)(F)F)C)C(=O)NC1=CC(=NC=C1)C(=O)N)OC)F)F